CC1(OB(OC1(C)C)[C@@H]1[C@H](C1)C1=CC2=C(N=CS2)C=C1)C 6-[(1S,2S)-2-(4,4,5,5-tetramethyl-1,3,2-dioxaborolan-2-yl)cyclopropyl]-1,3-benzothiazole